5-methyl-N-(3-methylsulfonylphenyl)-2-(oxan-3-ylmethyl)-4-(trifluoromethyl)pyrazole CC1=C(CN(N1C1=CC(=CC=C1)S(=O)(=O)C)CC1COCCC1)C(F)(F)F